F[C@H]1[C@@]2(C=C[C@](C[C@H]1C(=C)C1=CN=C(N=N1)C1=C(C=C(C=C1)C1=CC(=NC=C1)OC)O)(N2)C)C 2-(6-(1-((1S,2R,3S,5S)-2-fluoro-1,5-dimethyl-8-azabicyclo[3.2.1]oct-6-en-3-yl)vinyl)-1,2,4-triazin-3-yl)-5-(2-methoxypyridin-4-yl)phenol